4-[3-Methoxy-5-[(1R)-1-[[2-methyl-5-[(1R,4R)-5-methyl-2,5-diazabicyclo[2.2.1]heptan-2-yl]benzoyl]amino]ethyl]phenyl]-N,N,1-trimethyl-pyrrole-2-carboxamide COC=1C=C(C=C(C1)[C@@H](C)NC(C1=C(C=CC(=C1)N1[C@H]2CN([C@@H](C1)C2)C)C)=O)C=2C=C(N(C2)C)C(=O)N(C)C